1-((3R,4S)-3-fluoro-1-(3-((tetrahydro-2H-pyran-4-yl)oxy)-1H-pyrazolo[3,4-b]pyridin-5-yl)piperidin-4-yl)-1-methyl-3-(1-methyl-2-oxo-5-(trifluoromethyl)-1,2-dihydropyridin-3-yl)urea F[C@@H]1CN(CC[C@@H]1N(C(=O)NC=1C(N(C=C(C1)C(F)(F)F)C)=O)C)C=1C=C2C(=NC1)NN=C2OC2CCOCC2